(4-(3-ethyl-2-(1H-pyrazolo[3,4-b]pyridin-4-yl)-1H-indol-5-yl)piperidin-1-yl)(1-methylpiperidin-4-yl)methanone C(C)C1=C(NC2=CC=C(C=C12)C1CCN(CC1)C(=O)C1CCN(CC1)C)C1=C2C(=NC=C1)NN=C2